(11S,19R)-11-benzyl-19-(((tert-butyldiphenylsilyl)oxy)methyl)-1-(9H-fluoren-9-yl)-3,6,9,12,15-pentaoxo-2,18-dioxa-4,7,10,13,16-pentaazaicosan-20-oic acid C(C1=CC=CC=C1)[C@H](NC(CNC(CNC(OCC1C2=CC=CC=C2C=2C=CC=CC12)=O)=O)=O)C(NCC(NCO[C@@H](C(=O)O)CO[Si](C1=CC=CC=C1)(C1=CC=CC=C1)C(C)(C)C)=O)=O